C(C=C)(=O)OCCO ethyleneglycol e-acrylate